dioleyl-adipamide [4-[(E)-3-(4-Hydroxyphenyl)prop-2-enoyl]phenyl]4-acetamidobenzenesulfonate methyl-6-(4-((1R,5S)-9-methylbicyclo[3.3.1]nonan-9-yl)phenoxy)nicotinate COC(C1=CN=C(C=C1)OC1=CC=C(C=C1)C1(C2CCCC1CCC2)C)=O.OC2=CC=C(C=C2)/C=C/C(=O)C2=CC=C(C=C2)OS(=O)(=O)C2=CC=C(C=C2)NC(C)=O.C(CCCCCCC\C=C/CCCCCCCC)C(C(=O)N)(CCCC(=O)N)CCCCCCCC\C=C/CCCCCCCC